boron allyloxide C(C=C)OCC=C.[B]